(S)-N-((4-((5-(7-amino-5,7-dihydrospiro[cyclopenta[b]pyridin-6,4'-piperidin]-1'-yl)pyrazin-2-yl)thio)-3-chloropyridin-2-yl)carbamoyl)benzenesulfonamide N[C@@H]1C2=NC=CC=C2CC12CCN(CC2)C=2N=CC(=NC2)SC2=C(C(=NC=C2)NC(=O)NS(=O)(=O)C2=CC=CC=C2)Cl